methyl 4-(6-chloro-2,3,4,9-tetrahydro-1H-pyrido[3,4-b]indol-1-yl)-3-oxo-butanoate hydrochloride Cl.ClC=1C=C2C3=C(NC2=CC1)C(NCC3)CC(CC(=O)OC)=O